NCCCC(C(=O)O)NC(=O)OC(C)(C)C 5-amino-2-(tert-butoxycarbonylamino)pentanoic acid